2-(4-(5-(2-methoxyethoxy)pyridin-2-yl)phenyl)propan-2-ylcarbamic acid 1-azabicyclo[3.2.2]non-4-yl ester N12CCC(C(CC1)CC2)OC(NC(C)(C)C2=CC=C(C=C2)C2=NC=C(C=C2)OCCOC)=O